FC=1C(=NC(N(C1)[C@@H]1CS[C@@H](O1)CO)=O)NC(OCC)=O ethyl (5-fluoro-1-((2R,5S)-2-(hydroxymethyl)-1,3-oxathiolan-5-yl)-2-oxo-1,2-dihydropyrimidin-4-yl)carbamate